N1N=CN=C1[C@@H]1CN(CC1)C(=O)N1CC2(C1)CCC(CC2)CC2=NC=C(N=C2)C(F)(F)F [(3S)-3-(1H-1,2,4-Triazol-5-yl)pyrrolidin-1-yl]-[7-[[5-(trifluoromethyl)pyrazin-2-yl]methyl]-2-azaspiro[3.5]nonan-2-yl]methanone